7-(chloromethyl)-9-fluoro-2-methylpyrazolo[1,5-a]quinoxalin-4(5H)-one ClCC=1C=C2NC(C=3N(C2=C(C1)F)N=C(C3)C)=O